3-(1-((4-ethoxy-3-(1-methyl-7-oxo-3-propyl-6,7-dihydro-1H-pyrazolo[4,3-d]pyrimidin-5-yl)phenyl)sulfonyl)azetidin-3-yl)propyl 5-(nitrooxy)pentanoate [N+](=O)([O-])OCCCCC(=O)OCCCC1CN(C1)S(=O)(=O)C1=CC(=C(C=C1)OCC)C=1NC(C2=C(N1)C(=NN2C)CCC)=O